C12(CC(C1)(C2)COCCOCCN2C(C1C3C=CC(C1C2=O)O3)=O)COCCOCCN3C(C2C1C=CC(C2C3=O)O1)=O 2'-(((((bicyclo[1.1.1]pentane-1,3-diylbis(methylene))bis(oxy))bis(ethane-2,1-diyl))bis(oxy))bis(ethane-2,1-diyl))bis(3a,4,7,7a-tetrahydro-1H-4,7-epoxyisoindole-1,3(2H)-dione)